C1(CC1)C(=O)NC1=CC(=C(N=N1)C(=O)NC([2H])([2H])[2H])NC1=NC=CC=2C=3C([C@H](N(C12)C)C)=NN(N3)CCF |o1:27| rel-(R)-6-(cyclopropanecarboxamido)-4-((2-(2-fluoroethyl)-4,5-dimethyl-4,5-dihydro-2H-[1,2,3]triazolo[4,5-c][1,7]naphthyridin-6-yl)amino)-N-(methyl-d3)pyridazine-3-carboxamide